C(C)(C)(C)OC(=O)N1C2(CNCC1CC2)C2=CC(=C1C=CCOC1=C2)F (5-fluoro-2H-chromen-7-yl)-3,8-diazabicyclo[3.2.1]octane-8-carboxylic acid tert-butyl ester